C(C=C)(=O)OCCC 1-propyl acrylate